C(C)OCCN1N=CC(=C1)NC=1OC(=CN1)C1=C(C=C(C=C1)N1C(NCC1)=O)F 1-(4-(2-((1-(2-ethoxyethyl)-1H-pyrazol-4-yl)amino)oxazol-5-yl)-3-fluorophenyl)imidazolidin-2-one